3-methyl-5-(1,1,2,2,2-pentadeuterioethyl)-1-tetrahydropyran-2-yl-4-(4,4,5,5-tetramethyl-1,3,2-dioxaborolan-2-yl)pyrazole CC1=NN(C(=C1B1OC(C(O1)(C)C)(C)C)C(C([2H])([2H])[2H])([2H])[2H])C1OCCCC1